Methyl (((cis-3-(2-amino-6-methoxy-9H-purin-9-yl) cyclobutyl)methoxy)(2-(pivaloylthio)ethoxy) phosphoryl)-L-alaninate NC1=NC(=C2N=CN(C2=N1)[C@H]1C[C@H](C1)COP(=O)(OCCSC(C(C)(C)C)=O)N[C@@H](C)C(=O)OC)OC